2-(4-hydroxyphenyl)ethyl alcohol OC1=CC=C(C=C1)CCO